CC(C)N1C(C2=CC=CC=C2C(=N1)C(=O)N1CCN(CC1)C=1C=NC=CC1C)=O 2-(1-methylethyl)-4-[[4-(4-methyl-3-pyridinyl)-1-piperazinyl]carbonyl]-1(2H)-phthalazinone